5-(6-chloro-7-fluoro-3-(1H-imidazol-1-yl)-5-methoxy-1-methyl-1H-indol-2-yl)-N-(2-methoxyethyl)-N-methyl-4H-1,2,4-triazole-3-carboxamide ClC1=C(C=C2C(=C(N(C2=C1F)C)C=1NC(=NN1)C(=O)N(C)CCOC)N1C=NC=C1)OC